3-phenylene tetraphosphate O1P(OC2=C1C=CC=C2)(=O)OP(=O)([O-])OP(=O)([O-])OP(=O)([O-])[O-]